CC1=CC=C(C=C1)S(=O)(=O)OCC(C)(C)C 2,2-dimethyl-propyl p-toluenesulfonate